C(C)OC(=O)C1=CN=C2N1C=C(C=C2)B2OC(C)(C)C(C)(C)O2 3-ethoxyformyl-imidazo[1,2-a]pyridine-6-boronic acid pinacol ester